NC=1C2=C(N=CN1)C(=NN2C2=CC=C(C(=O)NC1=NC=CC(=C1)C(F)(F)F)C=C2)C2CCC(CC2)O 4-(7-amino-3-(4-hydroxycyclohexyl)-1H-pyrazolo[4,3-d]pyrimidin-1-yl)-N-(4-(trifluoromethyl)pyridin-2-yl)benzamide